tert-butyl 3-[2-[2-[2-[2-(2-[2-[2-[2-[2-(2-oxoethoxy)ethoxy]ethoxy]ethoxy]ethoxy]ethoxy)ethoxy]ethoxy]ethoxy]ethoxy]propanoate O=CCOCCOCCOCCOCCOCCOCCOCCOCCOCCOCCC(=O)OC(C)(C)C